(2-(4-acetamidophenyl)-6-methylquinolin-4-yl) methacrylate C(C(=C)C)(=O)OC1=CC(=NC2=CC=C(C=C12)C)C1=CC=C(C=C1)NC(C)=O